1,4-bis(glycidoxy)-5-ethoxynaphthalene C(C1CO1)OC1=CC=C(C2=C(C=CC=C12)OCC)OCC1CO1